COC(=O)\C=C/[C@@H]1C([C@@H]1C(=O)OCC1=C(C(=CC(=C1F)F)F)Cl)(C)C 2-chloro-3,5,6-trifluorobenzyl (1R)-cis-3-[(Z)-(2-methoxycarbonyl-1-ethenyl)]-2,2-dimethylcyclopropanecarboxylate